di-n-butyl (2-ethylpentylidene)malonate C(C)C(C=C(C(=O)OCCCC)C(=O)OCCCC)CCC